S(=O)(=O)(ON1C([C@@H](C1=O)NC(\C(\C=1N=C(SC1)N)=N/O[C@@H](COC1=CC=C(C=C1)C1=[N+](C=C(C=C1)NCCN)C)C(=O)O)=O)(C)C)[O-] (S)-3-((Z)-2-(((S)-2-(4-(5-((2-aminoethyl)amino)-1-methylpyridin-1-ium-2-yl)phenoxy)-1-carboxyethoxy)imino)-2-(2-aminothiazol-4-yl)acetamido)-2,2-dimethyl-4-oxoazetidin-1-yl sulfate